2-Methyl-1-Undecanal CC(C=O)CCCCCCCCC